C(C)(C)(C)N=[N+]=[N-] tertButylazid